7,8-dihydro-2H-1,6,9-trioxa-9a-borabenzo[cd]azulene-4-amine hydrochloride Cl.O1CC2=C3C(OCCOB13)=CC(=C2)N